3,5-dibromo-1-(3-ethoxy-4-fluorophenyl)-1H-pyrazole BrC1=NN(C(=C1)Br)C1=CC(=C(C=C1)F)OCC